N-[5-(2,2-difluoroethoxy)-4,6-dimethoxy-pyrimidin-2-yl]-7-(triazol-2-yl)-1H-indole-3-sulfonamide FC(COC=1C(=NC(=NC1OC)NS(=O)(=O)C1=CNC2=C(C=CC=C12)N1N=CC=N1)OC)F